ClC=1N=C(C2=C(N1)N(C=C2)C2C(C(C(C2)C2=CC=C(C=C2)O)O)O)NC 3-(2-chloro-4-(methylamino)-7H-pyrrolo[2,3-d]pyrimidin-7-yl)-5-(4-hydroxyphenyl)cyclopentane-1,2-diol